methyl n-methyl anthranilate CNC1=CC=CC=C1C(=O)OC